N2,N5-dibenzhydrylfuran-2,5-dicarboxamide C(C1=CC=CC=C1)(C1=CC=CC=C1)NC(=O)C=1OC(=CC1)C(=O)NC(C1=CC=CC=C1)C1=CC=CC=C1